tert-butyl (3-(2-amino-3,5-dichloro-4-methoxyphenyl)prop-2-yn-1-yl)carbamate NC1=C(C=C(C(=C1Cl)OC)Cl)C#CCNC(OC(C)(C)C)=O